N-(4-((2,2-difluorocyclopentyl)oxy)-3-fluorophenyl)-2-morpholino-5-(2,2,2-trifluoroethyl)oxazole-4-carboxamide FC1(C(CCC1)OC1=C(C=C(C=C1)NC(=O)C=1N=C(OC1CC(F)(F)F)N1CCOCC1)F)F